COC(C1=CC(=C(C(=C1)[N+](=O)[O-])NCC=1C=NN(C1)C)OC)=O 3-methoxy-4-(((1-methyl-1H-pyrazol-4-yl)methyl)amino)-5-nitrobenzoic acid methyl ester